FC1=C(C#N)C=C(C=C1)C1NC2=C(C=C3C(=C2C2C4CCC(C12)C4)C=NN3)OC 2-Fluoro-5-(5-methoxy-6,7,7a,8,9,10,11,11a-octahydro-3H-8,11-methanopyrazolo[4,3-a]phenanthridin-7-yl)benzonitrile